1-(4-methoxyphenyl)piperazine hydrochloride Cl.COC1=CC=C(C=C1)N1CCNCC1